C1(CCCC1)OC1=CC=C(CN2C=CC3=C(C=CC(=C23)C(=O)NC2CC3(CCC3)C2)F)C=C1 (Sa)-6-(1-(4-(cyclopentyloxy)benzyl)-4-fluoro-1H-indole-7-carboxamido)spiro[3.3]heptane